6-(3-(1H-pyrazol-4-yl)propoxy)-N-(2-chloropyrimidin-5-yl)isoquinolin-1-amine N1N=CC(=C1)CCCOC=1C=C2C=CN=C(C2=CC1)NC=1C=NC(=NC1)Cl